ClC=1C=C(C=CC1Cl)C=1N=C(SC1SC(C)C)N1N=C(C(=C1C(=O)O)C1=CC(N(C=C1)C)=O)C 1-(4-(3,4-dichlorophenyl)-5-(isopropylsulfanyl)thiazol-2-yl)-3-methyl-4-(1-methyl-2-oxo-1,2-dihydropyridin-4-yl)-1H-pyrazole-5-carboxylic acid